N=1C=CN2C1N=CC(=C2)C2=CNC=1N=C(N=CC12)NC1=CC(=NC=C1)N1CCN(CC1)C 5-(imidazo[1,2-a]pyrimidin-6-yl)-N-(2-(4-methylpiperazin-1-yl)pyridin-4-yl)-7H-pyrrolo[2,3-d]pyrimidin-2-amine